methyl 3-[[[(1S)-1-(3-bromophenyl)-2-methoxy-ethyl]-[(3-methoxycarbonyl-phenyl)methyl]amino]methyl]benzoate BrC=1C=C(C=CC1)[C@@H](COC)N(CC1=CC(=CC=C1)C(=O)OC)CC=1C=C(C(=O)OC)C=CC1